2-[5-chloro-2-[2-[3-(dimethylsulfamoyl)-4-methyl-anilino]-2-oxo-ethyl]-3-oxo-pyridazin-4-yl]acetic acid ClC1=C(C(N(N=C1)CC(=O)NC1=CC(=C(C=C1)C)S(N(C)C)(=O)=O)=O)CC(=O)O